2,3,4,9-tetrahydro-1H-carbazole-3-carboxylic acid methyl ester COC(=O)C1CCC=2NC3=CC=CC=C3C2C1